2,2-bis(3-hydroxyphenyl)hexafluoropropane OC=1C=C(C=CC1)C(C(F)(F)F)(C(F)(F)F)C1=CC(=CC=C1)O